5-((2-chloro-5-isopropylpyridin-4-yl)oxy)pyrimidine-2,4-diamine ClC1=NC=C(C(=C1)OC=1C(=NC(=NC1)N)N)C(C)C